N,N-bis(2-hydroxyethyl)-3-aminopropyltriethoxysilane OCCN(CCC[Si](OCC)(OCC)OCC)CCO